ClC1=C(N=C(C=2C(N3[C@@H](COC21)CN(CC3)C(=O)OC(C)(C)C)=O)N3[C@H](CN(CC3)C)C)C#CC tert-butyl (R)-4-chloro-1-((S)-2,4-dimethylpiperazin-1-yl)-12-oxo-3-(prop-1-yn-1-yl)-6a,7,9,10-tetrahydro-12H-pyrazino[2,1-c]pyrido[3,4-f][1,4]oxazepine-8(6H)-carboxylate